FC1=CC=C2C3=NN(C=C3CC=3C=NN(C3C3=CN=C(C(O[C@@H](C2=C1)C)=C3)N)C3COC3)C (19R)-16-fluoro-10,19-dimethyl-3-(oxetan-3-yl)-20-oxa-3,4,10,11,23-pentaazapentacyclo[19.3.1.02,6.08,12.013,18]pentacosa-1(24),2(6),4,8,11,13,15,17,21(25),22-decaen-22-amine